ClC1=C(C=CC(=C1)CN1CCN(CC1)C)N1N=CC(=C1)C1=NC(=NC=C1C#N)NC1CCN(CC1)S(=O)(=O)C=1C=NN(C1)C 4-(1-(2-Chloro-4-((4-methylpiperazin-1-yl)methyl)phenyl)-1H-pyrazol-4-yl)-2-((1-((1-methyl-1H-pyrazol-4-yl)sulfonyl)piperidin-4-yl)amino)pyrimidine-5-carbonitrile